ClC1=CC=C(C=C1)C1N(C(C2=CC(=CC=C12)C(C)OC)=O)[C@@H](C)C1=CC=C(C=C1)Cl 3-(4-chlorophenyl)-2-((S)-1-(4-chlorophenyl)ethyl)-6-(2-methyloxyeth-2-yl)isoindolin-1-one